C(C)N1C2=NC(=NC(=C2N=C1CCO)N1CCOCC1)C1=CC(=CC=C1)C1=NN(C=C1)C 2-(9-ethyl-2-(3-(1-methyl-1H-pyrazol-3-yl)phenyl)-6-morpholino-9H-purin-8-yl)ethan-1-ol